ClC=1C(=NC(=NC1)NC1CCC(CC1)N)C1=CN=C2N1C=C(C=C2)C=2C=NC=NC2 (1r,4r)-N1-(5-Chloro-4-(6-(pyrimidin-5-yl)imidazo[1,2-a]pyridin-3-yl)pyrimidin-2-yl)cyclohexane-1,4-diamine